5-(2-methoxyprop-2-yl)pyridine COC(C)(C)C=1C=CC=NC1